CC(C)NC=1SC(=CN1)C(=O)N [(propan-2-yl)amino]-1,3-thiazole-5-carboxamide